BrC1=CC=C(OCC2COCC(O2)C(=C)O[Si](C)(C)C(C)(C)C)C=C1 ((1-(6-((4-bromophenoxy)methyl)-1,4-dioxan-2-yl)vinyl)oxy)(tert-butyl)dimethylsilane